trimethyl-4-oxobutan-1-aminium 2,2,2-trifluoroacetate FC(C(=O)[O-])(F)F.CC(C([NH3+])(C)C)CC=O